1H-pyrazolo[3,4-d]pyridine N1N=CC=2C1=CC=NC2